Ethyl-3-oxovalerate C(C)OC(CC(CC)=O)=O